CP(C)C methyl-dimethyl-phosphorus